4-Aminofluoro-5-methylbenzoic acid NC1=CC(=C(C(=O)O)C=C1C)F